1-Bromo-4-chlorodibenzofuran BrC1=CC=C(C=2OC3=C(C21)C=CC=C3)Cl